2-ethylhex-anol C(C)C(CO)CCCC